4,5,6,7-tetrahydroisoxazolo[5,4-c]pyridin-3(2H)-one-4,4-d2 O1NC(C2=C1CNCC2([2H])[2H])=O